C(C)(C)(C)[C@]1(N(CC[C@H](C1)CCCOC1=CC(=C(C=C1)Br)C(F)(F)F)C(=O)OCC=1C=NC=CC1)C (3-pyridyl)methanol tert-butyl-(2S,4R)-4-(3-(4-bromo-3-(trifluoromethyl)phenoxy)propyl)-2-methylpiperidine-1-carboxylate